tert-butyl-4,4-difluoro-3-(2-oxohexahydropyrimidin-5-yl)piperidine C(C)(C)(C)N1CC(C(CC1)(F)F)C1CNC(NC1)=O